C(C=C)(=O)OC1=C(C(=CC=C1)C)C1=CC=CC=C1 methyl-o-phenylphenol acrylate